1-(4-((1R,3R)-2-(2,2-difluoroethyl)-3-methyl-2,3,4,9-tetrahydro-1H-pyrido[3,4-b]indol-1-yl)-3-methoxyphenyl)piperidine-4-carbaldehyde FC(CN1[C@@H](C=2NC3=CC=CC=C3C2C[C@H]1C)C1=C(C=C(C=C1)N1CCC(CC1)C=O)OC)F